[8-(9-phenyl-9H-carbazol-3-yl)dibenzofuran-1-yl]amine C1(=CC=CC=C1)N1C2=CC=CC=C2C=2C=C(C=CC12)C=1C=CC2=C(C3=C(O2)C=CC=C3N)C1